D-alanyl-(sulfo)-D-alanine N[C@H](C)C(=O)N([C@H](C)C(=O)O)S(=O)(=O)O